sodium (S)-3-(6-methoxy-2',6'-dimethylbiphenyl-3-yl)-3-(3-(1-methyl-4-oxido-2-oxo-1,2-dihydropyridin-3-yl)ureido)propanoate COC1=CC=C(C=C1C1=C(C=CC=C1C)C)[C@H](CC(=O)[O-])NC(=O)NC=1C(N(C=CC1[O-])C)=O.[Na+].[Na+]